5-((S)-2-((3aS,4S,5S,6aR)-3a,4-dihydroxy-5-phenoxyhexahydrocyclopenta[c]pyrrol-2(1H)-yl)-1-hydroxyethyl)indolin-2-one O[C@@]12[C@@H](CN(C1)C[C@@H](O)C=1C=C3CC(NC3=CC1)=O)C[C@@H]([C@@H]2O)OC2=CC=CC=C2